8-((2S,6S)-2,6-dimethylmorpholinyl)-3-((R)-3-hydroxy-3-(trifluoromethyl)pyrrolidine-1-carbonyl)-N-(3-methyloxetan-3-yl)imidazo[1,5-a]pyridine-6-sulfonamide C[C@H]1CN(C[C@@H](O1)C)C=1C=2N(C=C(C1)S(=O)(=O)NC1(COC1)C)C(=NC2)C(=O)N2C[C@](CC2)(C(F)(F)F)O